COC=1C(=CC(=NC1)C=1C=NC=C(C1)C1CB(OC1)O)OCCC 4-(5-Methoxy-4-propoxy-[2,3'-bipyridin]-5'-yl)-1,2-oxaborolan-2-ol